4-(cyclooctylthio)cyclohexanone C1(CCCCCCC1)SC1CCC(CC1)=O